FC([C@H](C1=CC=CC=C1)NC(NC1(CC1)C(=O)O)=O)(F)F (S)-1-(3-(2,2,2-trifluoro-1-phenylethyl)ureido)cyclopropanecarboxylic acid